COC1=C2C(NC(=NC2=CC(=C1)OC)C1=CC(=C(OCCOC(CCC(CO[N+](=O)[O-])O[N+](=O)[O-])=O)C(=C1)C)C)=O 4,5-dinitrooxy-pentanoic acid 2-[4-(5,7-dimethoxy-4-oxo-3,4-dihydro-quinazolin-2-yl)-2,6-dimethyl-phenoxy]-ethyl ester